4-ethyl-1,10-Decanediol C(C)C(CCCO)CCCCCCO